4-(2-Amino-2-methylpropanoyl)-N-(1-(7-(3-aminoazetidin-1-yl)-5,6,7,8-tetrahydronaphthalen-2-yl)-2-oxo-1,2-dihydropyrimidin-4-yl)piperazine-1-carboxamide hydrochloride salt Cl.NC(C(=O)N1CCN(CC1)C(=O)NC1=NC(N(C=C1)C1=CC=2CC(CCC2C=C1)N1CC(C1)N)=O)(C)C